CN1C(N(C2=C1C=C(C=C2)C2CCC(CC2)=O)N2C(CCCC2=O)=O)=O [3-Methyl-2-oxo-5-(4-oxocyclohexyl)-1,3-benzodiazol-1-yl]piperidine-2,6-dione